N1(CCCC1)[P+](ON1N=NC=2C1=NC=CC2)(N2CCCC2)N2CCCC2 tripyrrolidin-1-yl(triazolo[4,5-b]pyridin-3-yloxy)phosphonium